tert-butyl (R)-3-((S)-3-(4-(4-(((benzyloxy)carbonyl)amino)bicyclo[2.2.2]oct-1-yl)phenyl)-1-(tert-butyloxy)-1-oxopropan-2-yl)pyrrolidine-1-carboxylate C(C1=CC=CC=C1)OC(=O)NC12CCC(CC1)(CC2)C2=CC=C(C=C2)C[C@H](C(=O)OC(C)(C)C)[C@@H]2CN(CC2)C(=O)OC(C)(C)C